2-iodo-6-(methoxymethyl)benzo[b]thiophene-3-carbonitrile IC1=C(C2=C(S1)C=C(C=C2)COC)C#N